NC=1C=CC2=C(CN(C[C@H](O2)CC)CC2=CC(=CC=3C=CSC32)[C@@H](CC(=O)OCC)C=3C(=C2C(=NC3)N(N=N2)C)C)N1 Ethyl (3R)-3-(7-{[(2R)-7-amino-2-ethyl-2,3-dihydropyrido[2,3-f][1,4]oxazepine-4(5H)-yl]methyl}-1-benzothiophen-5-yl)-3-(3,7-dimethyl-3H-[1,2,3]triazolo[4,5-b]pyridin-6-yl)propanoate